(R)-N-(1-(3,4-bis(benzyloxy)phenyl)propan-2-yl)-3-((tert-butyldiphenylsilyl)oxy)-2,2-difluoropropan-1-amine C(C1=CC=CC=C1)OC=1C=C(C=CC1OCC1=CC=CC=C1)C[C@@H](C)NCC(CO[Si](C1=CC=CC=C1)(C1=CC=CC=C1)C(C)(C)C)(F)F